1-n-hexyl-3-ethylimidazolium iodide salt [I-].C(CCCCC)N1C=[N+](C=C1)CC